2,5-Dioxopyrrolidin-1-yl N-[4-(11,12-didehydrodibenzo[b,f]azocin-5(6H)-yl)-4-oxobutanoyl]glycylglycyl-L-prolyl-L-prolinate C1=CC=CC=2N(CC3=C(C#CC21)C=CC=C3)C(CCC(=O)NCC(=O)NCC(=O)N3[C@@H](CCC3)C(=O)N3[C@@H](CCC3)C(=O)ON3C(CCC3=O)=O)=O